[4-[4-[4-(trifluoromethyl)pyrimidin-2-yl]piperazin-1-yl]sulfonylphenyl]benzamide FC(C1=NC(=NC=C1)N1CCN(CC1)S(=O)(=O)C1=CC=C(C=C1)C1=C(C(=O)N)C=CC=C1)(F)F